OC[C@@H]1[C@H](C2[C@@H](OC(O2)(C)C)O1)O (3aR,5R,6R)-5-(hydroxymethyl)-2,2-dimethyl-3a,5,6,6a-tetrahydrofuro[2,3-d][1,3]dioxol-6-ol